OC(C[NH+](CC(C)O)CC(C)O)C tris-(2-hydroxypropyl)ammonium